(1S,2R)-N-(2,4-difluorobenzyl)-8-hydroxy-2,5,5-trimethyl-7,9-dioxo-2,3,4,5,7,9-hexahydro-1,6-methanopyrido[1,2-b][1,2,5]triazonine-10-carboxamide FC1=C(CNC(=O)C=2C(C(=C3N(N4[C@@H](CCC(N(C3=O)C4)(C)C)C)C2)O)=O)C=CC(=C1)F